NC1=C2C(=NC=N1)N(N=C2C2=CC=C(C=C2)OC2=CC=CC=C2)C2CN(C2)CC2(CCN(CC2)C=2C=C1C(N(C(C1=CC2)=O)C2C(NC(CC2)=O)=O)=O)F 5-(4-((3-(4-amino-3-(4-phenoxyphenyl)-1H-pyrazolo[3,4-d]pyrimidin-1-yl)-azetidin-1-yl)methyl)-4-fluoropiperidin-1-yl)-2-(2,6-dioxopiperidin-3-yl)-isoindoline-1,3-dione